C1(=CC=CC=C1)C1C(CC1)C=1C=C2C=CN=CC2=CC1 6-(2-Phenylcyclobutyl)isoquinoline